FC1=C(CNC(=O)C2=NC(=NO2)C2=CC=CC=C2)C=CC(=C1)F N-(2,4-difluorobenzyl)-3-phenyl-1,2,4-oxadiazole-5-carboxamide